tert-butyl 4-hydroxy-4-(mercaptomethyl)piperidine-1-carboxylate OC1(CCN(CC1)C(=O)OC(C)(C)C)CS